[(8R)-5-[6-(2-methylpyrazol-3-yl)pyrimidin-4-yl]-5-azaspiro[2.5]octan-8-yl]-[(3S)-3-pyrazin-2-yl-1,2-oxazolidin-2-yl]methanone CN1N=CC=C1C1=CC(=NC=N1)N1CC2(CC2)[C@@H](CC1)C(=O)N1OCC[C@H]1C1=NC=CN=C1